FC(CN1N=CC(=C1C)S(=O)(=O)N1N=C2C(=C1)CN(C2)C([C@H](CO)C2=CC=CC=C2)=O)F (2S)-1-(2-{[1-(2,2-difluoroethyl)-5-methyl-1H-pyrazol-4-yl]sulfonyl}-2H,4H,5H,6H-pyrrolo[3,4-c]pyrazol-5-yl)-3-hydroxy-2-phenylpropan-1-one